(S)-2-(hydroxymethyl)pyrrolidin-1-ium (R)-2-(4-bromophenyl)-3-(4-(tert-butoxycarbonyl)phenyl)propanoate BrC1=CC=C(C=C1)[C@H](C(=O)[O-])CC1=CC=C(C=C1)C(=O)OC(C)(C)C.OC[C@H]1[NH2+]CCC1